N-(2-methoxy-4-aminophenyl)-2-fluorobenzamide COC1=C(C=CC(=C1)N)NC(C1=C(C=CC=C1)F)=O